ClC1=C(C=NC(=C1C(=O)O)F)F 4-Chloro-2,5-difluoronicotinic acid